4-methyl-2-(1-naphthyl)-1,2,4-thiadiazole-3,5-dione CN1C(N(SC1=O)C1=CC=CC2=CC=CC=C12)=O